2-allyl-oxypropan-1-ol tert-butyl-7-(4,4,5,5-tetramethyl-1,3,2-dioxaborolan-2-yl)-3,4-dihydro-1H-isoquinoline-2-carboxylate C(C)(C)(C)C1N(CCC2=CC=C(C=C12)B1OC(C(O1)(C)C)(C)C)C(=O)OCC(C)OCC=C